COCCN(CC[C@@H](C(=O)O)NC1=NC(=NC2=CC=CC=C12)C)CCCCC1=NC=2NCCCC2C=C1 (S)-4-((2-methoxyethyl)(4-(5,6,7,8-tetrahydro-1,8-naphthyridin-2-yl)butyl)amino)-2-((2-methylquinazolin-4-yl)amino)butanoic acid